C(=O)C(C[C@H](N)C(=O)O)(C)C 4-formylleucine